OC1=C(C(=O)O)C=CC(=C1)NS(=O)(=O)C1=CC=C(C=C1)OC1=CC=CC=C1 2-hydroxy-4-(4-phenoxyphenylsulfonamido)benzoic acid